6-((1-acetyl-1H-indol-5-yl)amino)-2-allyl-1-(6-((1-methylpiperidin-4-yl)oxy)pyridin-2-yl)-1,2-dihydro-3H-pyrazolo[3,4-d]pyrimidin-3-one C(C)(=O)N1C=CC2=CC(=CC=C12)NC1=NC=C2C(=N1)N(N(C2=O)CC=C)C2=NC(=CC=C2)OC2CCN(CC2)C